tert-butyl 4-(3-(4-(4-(2,6-dioxopiperidin-3-yl)phenyl)piperazin-1-yl)propyl)piperidine-1-carboxylate O=C1NC(CCC1C1=CC=C(C=C1)N1CCN(CC1)CCCC1CCN(CC1)C(=O)OC(C)(C)C)=O